ethyl 5-(difluoromethyl)-4-oxo-1-[4-(trifluoromethoxy)phenyl]cinnoline-3-carboxylate FC(C1=C2C(C(=NN(C2=CC=C1)C1=CC=C(C=C1)OC(F)(F)F)C(=O)OCC)=O)F